BrC=1C=C(C=C(C1)C1=CC=CC=C1)C1=NC(=NC(=N1)C1=CC=CC=C1)C1=CC=CC=C1 2-(3-bromo-5-phenylphenyl)-4,6-diphenyl-1,3,5-triazine